4-[[6-chloro-4-(1-methylpyrazol-4-yl)-2-pyridinyl]oxymethyl]-3-fluoro-benzonitrile ClC1=CC(=CC(=N1)OCC1=C(C=C(C#N)C=C1)F)C=1C=NN(C1)C